F[P-](F)(F)(F)(F)F.CON1C=[N+](C=C1)OC 1,3-dimethoxyimidazolium hexafluorophosphate